O[C@H]1C[C@@H](O[C@@H]1CO)N1C=2N=C(NC(C2N=C1)=O)NC([C@H](CC(=O)N)N)=O (S)-4-{9-[(2R,4S,5R)-4-Hydroxy-5-(hydroxymethyl)tetrahydrofur-2-yl]-6-oxo-1,9-dihydropurin-2-ylamino}-3-amino-4-oxobutyramide